The molecule is a naphthochromene that is 4H-naphtho[2,3-h]chromene-4,7,12-trione substituted by a chloro group at position 10, hydroxy groups at positions 5, 9 and 11 and a methyl group at position 2. It is isolated from a fungal strain Phoma sp.BAUA2861 and acts as an inhibitor of the enzyme topoisomerase I. It has a role as a metabolite, an EC 5.99.1.2 (DNA topoisomerase) inhibitor, an antiviral agent, an antineoplastic agent and an antimicrobial agent. It is an organochlorine compound, a naphthochromene, a member of phenols and a member of p-quinones. CC1=CC(=O)C2=C(C=C3C(=C2O1)C(=O)C4=C(C(=C(C=C4C3=O)O)Cl)O)O